FC1=CC=C(C=C1)C(=O)N1[C@@H](C=2N(CC1)C(=NN2)C2=NC(=NS2)C)CCC (R)-(4-fluorophenyl)(3-(3-methyl-1,2,4-thiadiazol-5-yl)-8-propyl-5,6-dihydro-[1,2,4]triazolo[4,3-a]pyrazin-7(8H)-yl)methanone